BrC=1C(=CC(=C(C1)[N+]#[C-])F)F 5-BROMO-2,4-DIFLUORO-PHENYLISOCYANIDE